8-methyl-4-(2-methylsulfanyl-7-oxo-8-tetrahydropyran-4-yl-pyrido[2,3-d]pyrimidin-6-yl)-2,3-dihydroquinoxaline-1-carboxylic acid tert-butyl ester C(C)(C)(C)OC(=O)N1CCN(C2=CC=CC(=C12)C)C1=CC2=C(N=C(N=C2)SC)N(C1=O)C1CCOCC1